N4,N4'-bis(4-aminophenyl)-N4,N4'-Dimethylbenzidine NC1=CC=C(C=C1)N(C1=CC=C(C=C1)C1=CC=C(N(C)C2=CC=C(C=C2)N)C=C1)C